FC=1C(=CC(=NC1O)O)C(=O)OCC ethyl 5-fluoro-2,6-dihydroxypyridine-4-carboxylate